CC1=CC=C(C=C1)S(=O)(=O)OCCOCCOC(C1=CC=CC=C1)(C1=CC=CC=C1)C1=CC=CC=C1 2-(2-(trityloxy)ethoxy)ethyl 4-methylbenzenesulfonate